C1(CC1)C1=NC=NC(=C1C=1N=CC2=C(N1)C(=NN2)CC2=CC=C(C=C2)C=2N(C=C(N2)C(F)(F)F)CC)OC 5-(4-cyclopropyl-6-methoxy-pyrimidin-5-yl)-3-[[4-[1-ethyl-4-(trifluoromethyl)imidazol-2-yl]phenyl]methyl]-1H-pyrazolo[4,3-d]pyrimidine